(R)-4-(4-(difluoromethoxy)pyrazolo[1,5-a]pyridin-2-yl)-5-(5-(trifluoromethyl)pyridin-2-yl)-4,5,6,7-tetrahydro-1H-imidazo[4,5-c]pyridine FC(OC=1C=2N(C=CC1)N=C(C2)[C@@H]2N(CCC1=C2N=CN1)C1=NC=C(C=C1)C(F)(F)F)F